(S)-3-((7-bromo-4-((5-fluoroquinolin-6-yl)amino)quinazolin-5-yl)oxy)-1-methylpyrrolidin-2-one BrC1=CC(=C2C(=NC=NC2=C1)NC=1C(=C2C=CC=NC2=CC1)F)O[C@@H]1C(N(CC1)C)=O